6-tert-butyl-4-(4,4-difluorocyclohexyl)pyridine-3-carboxylic acid C(C)(C)(C)C1=CC(=C(C=N1)C(=O)O)C1CCC(CC1)(F)F